tert-butyl 4-(2-chloropyridin-3-ylamino)piperidine-1-carboxylate ClC1=NC=CC=C1NC1CCN(CC1)C(=O)OC(C)(C)C